4-Hydroxy-2-methyl-5-(2-(methylsulfonyl)-4-(trifluoromethyl)phenyl)pyridazin-3(2H)-one OC=1C(N(N=CC1C1=C(C=C(C=C1)C(F)(F)F)S(=O)(=O)C)C)=O